7-chloro-N-(4-(5-(3,6-dihydro-2H-pyran-4-yl)-4-(methylsulfonyl)thiophen-2-yl)-5-(trifluoromethyl)pyrimidin-2-yl)-1,2,3,4-tetrahydroisoquinolin-6-amine ClC1=C(C=C2CCNCC2=C1)NC1=NC=C(C(=N1)C=1SC(=C(C1)S(=O)(=O)C)C=1CCOCC1)C(F)(F)F